N4-(3-(tert-Butylsulfonyl)-2,3-dihydro-1H-inden-5-yl)-N2-(4-fluoro-5-(1-methylpiperidin-4-yl)pyridin-2-yl)-5-methylpyrimidine-2,4-diamine C(C)(C)(C)S(=O)(=O)C1CCC2=CC=C(C=C12)NC1=NC(=NC=C1C)NC1=NC=C(C(=C1)F)C1CCN(CC1)C